COC=1C=C(C=NC1)C(C(=O)O)CN1CCN(CC1)C 2-(5-methoxypyridin-3-yl)-3-(4-methylpiperazin-1-yl)propionic acid